FC=1C=C(C[C@@]2(NCCC2)C(=O)O)C=CC1F alpha-(3,4-difluorobenzyl)-proline